OC(=O)C(F)(F)F.N1(N=NC=C1)C[C@@H]1C[C@H](CN1)NC(=O)C1=NOC(=N1)C1=C(C=CC(=C1)OC(F)(F)F)C1CC1 N-((3R,5S)-5-((1H-1,2,3-triazol-1-yl)methyl)pyrrolidin-3-yl)-5-(2-cyclopropyl-5-(trifluoromethoxy)phenyl)-1,2,4-oxadiazole-3-carboxamide TFA salt